methyl 3-ethoxy-1H-pyrazole-5-carboxylate C(C)OC1=NNC(=C1)C(=O)OC